Cl.C(#N)CC(=O)N1C[C@@H]([C@@H](CC1)C)N(C=1C2=C(N=CN1)N(C=C2)C(=O)NNC)C 4-(((3R,4R)-1-(2-cyanoacetyl)-4-methylpiperidin-3-yl)(methyl)amino)-N'-methyl-7H-pyrrolo[2,3-d]pyrimidine-7-carbohydrazide hydrochloride